(S)-1-(Toluene-4-sulfonyl)-pyrrolidine-2-carboxylic acid (4,4-difluoro-cyclohexyl)-(5-fluoro-2,3-dihydro-benzofuran-6-ylmethyl)-amide FC1(CCC(CC1)N(C(=O)[C@H]1N(CCC1)S(=O)(=O)C1=CC=C(C)C=C1)CC1=CC2=C(CCO2)C=C1F)F